NC=1C(=C(C(=C(C(=O)N(CC(CO)O)CC(CO)O)C1I)I)C(=O)N)I 5-amino-N,N-bis(2,3-dihydroxypropyl)-2,4,6-triiodoisophthalamide